Caffeoyl-coA hexadecan-1-yl-pentacosanoate C(CCCCCCCCCCCCCCC)C(C(=O)O)CCCCCCCCCCCCCCCCCCCCCCC.C(\C=C\C1=CC(O)=C(O)C=C1)(=O)SCCNC(CCNC([C@@H](C(COP(OP(OC[C@@H]1[C@H]([C@H]([C@@H](O1)N1C=NC=2C(N)=NC=NC12)O)OP(=O)(O)O)(=O)O)(=O)O)(C)C)O)=O)=O